FC1CN(CCC1C1=C(C2=C(C(OC2O)=O)C(=C1)C)F)C(=O)OC(C)(C)C tert-butyl 3-fluoro-4-(4-fluoro-3-hydroxy-7-methyl-1-oxo-3H-2-benzofuran-5-yl)piperidine-1-carboxylate